C1(C=CC=C1)[La](C1C=CC=C1)C1C=CC=C1 tris(cyclopentadienyl)lanthanum(III)